FC1=C(C[C@H](N)C(=O)O)C=CC(=C1)F 2,4-difluorophenylalanine